C(C)(C)(C)C=1C=C(C=C(C1O)C(C)(C)C)CCC(=O)OC=C [3-(3,5-di-tert-butyl-4-hydroxyphenyl)propionyloxy-methylene]methane